N1N=CC2=C(C=CC=C12)C=1N=NN(C1)CC1=CC=C2C=C(NC2=C1)CNC1CCCC1 N-[[6-[[4-(1H-indazol-4-yl)triazol-1-yl]methyl]-1H-indol-2-yl]methyl]cyclopentanamine